ClC=1C=C(C=C(C1)Cl)C=1OC2=C(N1)C=CC(=C2)C(=O)N[C@H]2[C@@H](CCCC2)O 2-(3,5-dichlorophenyl)-N-((trans)-2-hydroxycyclohexyl)benzo-[d]oxazole-6-carboxamide